C(CCCCCCC)(=O)OC(CCCCCCC)=O Caprylic acid anhydride